(S)-4-bromo-3-nitro-N-(1-phenylethyl)benzamide BrC1=C(C=C(C(=O)N[C@@H](C)C2=CC=CC=C2)C=C1)[N+](=O)[O-]